piperidine-4-carboxylate monohydrate O.N1CCC(CC1)C(=O)O